C(C)OC1=NC=CC(=N1)C1=CC=2C=NC(=CC2N1)NC1CCOCC1 2-(2-ethoxypyrimidin-4-yl)-N-(tetrahydro-2H-pyran-4-yl)-1H-pyrrolo[3,2-c]Pyridin-6-amine